C(CCCCCCP(=O)(O)O)CCCCCOC1=C(C(=C(C(=C1F)F)F)F)F 12-Pentafluorophenoxydodecylphosphonic acid